C1(=CC=C(C=C1)C1=NC(=NC(=N1)C1=CC=C(C=C1)C1=CC=CC=C1)C1=CC=C(C=C1)C1=CC=CC=C1)C1=CC=CC=C1 2,4,6-tri(biphenyl-4-yl)-1,3,5-triazine